4-(3-(4-chloro-1H-pyrrolo[2,3-b]pyridin-5-yl)phenyl)-3-oxopiperazine-1-carboxylic acid tert-butyl ester C(C)(C)(C)OC(=O)N1CC(N(CC1)C1=CC(=CC=C1)C=1C(=C2C(=NC1)NC=C2)Cl)=O